tert-butyl rac-3-([6-[4-chloro-5-fluoro-2-(methoxymethoxy) phenyl] pyridazin-3-yl] (methyl) amino)-2-fluoro-8-azabicyclo[3.2.1]octane-8-carboxylate ClC1=CC(=C(C=C1F)C1=CC=C(N=N1)N(C1C(C2CCC(C1)N2C(=O)OC(C)(C)C)F)C)OCOC